C(C)N1C2=C([C@@H]([C@H](C1=O)NC(C1=CC(=CC=C1)C(F)(F)F)=O)C1=CC=C(C=C1)F)C(=NN2C2=CC=CC=C2)C#C N-((4S,5R)-7-ethyl-3-ethynyl-4-(4-fluorophenyl)-6-oxo-1-phenyl-4,5,6,7-tetrahydro-1H-pyrazolo[3,4-b]pyridine-5-yl)-3-(trifluoromethyl)benzamide